2-hydroxy-3-ethoxybenzaldehyde OC1=C(C=O)C=CC=C1OCC